P(=S)(O)(O)CC(=O)[O-] thiophosphonoacetate